7-chloro-8-fluoro-5-[(2S)-2-(isopropylamino)propoxy]-2-methylsulfonyl-pyrido[4,3-d]pyrimidin-4-ol ClC1=C(C=2N=C(N=C(C2C(=N1)OC[C@H](C)NC(C)C)O)S(=O)(=O)C)F